2-Phenyl-4-methyl-5-hydroxymethylimidazol C1(=CC=CC=C1)C=1NC(=C(N1)C)CO